C1(=CC=C(C=C1)CN(C1=CC(=NC=2N1N=CC2C(C)C)NC[C@@H]2[C@H](CN(CC2)C(=O)OC(C)(C)C)O)C(=O)OC(C)(C)C)C2=CC=CC=C2 tert-butyl (3r,4r)-4-(((7-(([1,1'-biphenyl]-4-ylmethyl) (tert-butoxycarbonyl) amino)-3-isopropylpyrazolo[1,5-a]pyrimidin-5-yl) amino) methyl)-3-hydroxypiperidine-1-carboxylate